[Cl-].[Cl-].[Cl-].C(C)O[Zr+3] ethyloxyzirconium trichloride